C1=C(C=CC=2C3=CC=CC=C3CC12)O[C@@H]1[C@H]([C@H]([C@@H]([C@H](O1)CCP(O)(=O)CC1=C(C=CC=C1F)F)O)O)O (2-((2R,3S,4S,5S,6R)-6-((9H-fluoren-2-yl)oxy)-3,4,5-trihydroxytetrahydro-2H-pyran-2-yl)ethyl)(2,6-difluorobenzyl)phosphinic acid